C(C)(C)(C)OC(C(C)(C)OCCN1N(C[C@H]2[C@@H]1C(CN2C(=O)OC(C)(C)C)(F)F)C(=O)OC(C)(C)C)=O (cis)-Di-tert-butyl 1-(2-((1-(tert-butoxy)-2-methyl-1-oxopropan-2-yl) oxy) ethyl)-6,6-difluorohexahydropyrrolo[3,2-c]pyrazole-2,4-dicarboxylate